6-Amino-3-((1R,3S)-4-chloro-3-(5-cyano-3-methyl-1H-pyrazol-1-yl)-1',2'-dihydrospiro[cyclopentane-1,3'-pyrrolo[2,3-b]pyridin]-5'-yl)-2-fluoro-N,N-dimethylbenzamide NC1=CC=C(C(=C1C(=O)N(C)C)F)C=1C=C2C(=NC1)NC[C@@]21C[C@@H](C(C1)Cl)N1N=C(C=C1C#N)C